NC=1C(NC(N(N1)C1=CC(=C(C(=C1)Cl)OC=1C2=C(C(NC1)=O)C1C(C2)C1)Cl)=O)=O 6-amino-2-(3,5-dichloro-4-((1-oxo-1,2,5,5a,6,6a-hexahydrocyclopropa[4,5]cyclopenta[1,2-c]pyridin-4-yl)oxy)phenyl)-1,2,4-triazine-3,5(2H,4H)-dione